1-Propyl-1-Methylpyrrolidinium cyanid [C-]#N.C(CC)[N+]1(CCCC1)C